5-(3-((2-isopropoxyethyl)amino)-4-nitrophenyl)-1,3-dimethylpyridin-2(1H)-one C(C)(C)OCCNC=1C=C(C=CC1[N+](=O)[O-])C=1C=C(C(N(C1)C)=O)C